4-amino-3-[(4-nitrophenyl)diazenyl]-5-oxo-6-[[4-[4-[2-(4-oxocyclohexa-2,5-dien-1-ylidene)hydrazinyl]phenyl]sulfanylphenyl]hydrazinylidene]naphthalene-2,7-disulfonic acid NC1=C(C(=CC=2C=C(C(C(C12)=O)=NNC1=CC=C(C=C1)SC1=CC=C(C=C1)NN=C1C=CC(C=C1)=O)S(=O)(=O)O)S(=O)(=O)O)N=NC1=CC=C(C=C1)[N+](=O)[O-]